3-(3-(4-isobutylpiperazin-1-yl)-3-oxopropyl)-8-methyl-3,5-dihydro-4H-pyrimido[5,4-b]indol-4-one C(C(C)C)N1CCN(CC1)C(CCN1C=NC2=C(NC=3C=CC(=CC23)C)C1=O)=O